CC1=C(SC(=C1)C1=NO[C@@](C1)(C(F)(F)F)C1=C(C=C(C(=C1)C(F)(F)F)F)F)C(=O)NCC(NCC(F)(F)F)=O |r| 3-methyl-N-[2-oxo-2-(2,2,2-trifluoroethylamino)ethyl]-5-[rac-(5R)-5-[2,4-difluoro-5-(trifluoromethyl)phenyl]-5-(trifluoromethyl)-4H-isoxazol-3-yl]thiophene-2-carboxamide